(S)-4-((2-((5-fluoropyridin-3-yl)oxy)ethyl)(4-(5,6,7,8-tetrahydro-1,8-naphthyridin-2-yl)butyl)amino)-2-((5-(trifluoromethyl)pyrimidin-2-yl)amino)butanoic acid FC=1C=C(C=NC1)OCCN(CC[C@@H](C(=O)O)NC1=NC=C(C=N1)C(F)(F)F)CCCCC1=NC=2NCCCC2C=C1